N=1N(N=CC1)C1=NC=CC(=C1)C1=CC=C(C=C1)S(=O)(=O)[C@@H]1CC[C@H](CC1)NC1=NC=C(C=C1)C(F)(F)F trans-N-(4-((4-(2-(2H-1,2,3-triazol-2-yl)pyridin-4-yl)phenyl)sulfonyl)cyclohexyl)-5-(trifluoromethyl)pyridin-2-amine